p-hydroxyphenylbutanone CCC(=O)CC1=CC=C(C=C1)O